FC1=C(C(=C(C(=C1[B-](C1=C(C(=C(C(=C1F)F)F)F)F)(C1=C(C(=C(C(=C1F)F)F)F)F)C1=C(C(=C(C(=C1F)F)F)F)F)F)F)F)F.C1(CCCCC1)[NH2+]C1CCCCC1 dicyclohexylammonium tetra(pentafluorophenyl)borate